methyl 2-[3-(benzyloxy)-2-formylphenoxy]pyridine-4-carboxylate C(C1=CC=CC=C1)OC=1C(=C(OC2=NC=CC(=C2)C(=O)OC)C=CC1)C=O